ClC1=CC(=C(C=N1)C1=NC=C(C=C1)OC1CCN(CC1)C)NC1CCC(CC1)NC(OC(C)(C)C)=O tert-Butyl ((1R,4R)-4-((6'-chloro-5-((1-methylpiperidin-4-yl)oxy)-[2,3'-bipyridin]-4'-yl)amino)cyclohexyl)carbamate